C1(=CC=CC=C1)C1=C(C=CC(=C1)N)C1=C(C=C(C=C1)N)C1=CC=CC=C1 2,2'-diphenyl-4,4'-diaminobiphenyl